methylchlorovinylimidazole CC=1N=C(NC1)C=CCl